(E)-methyl 2-(2-methylphenyl)-methoxyiminoacetate CC1=C(C=CC=C1)\C(\C(=O)OC)=N/OC